N-(3-bromo-4-chlorophenyl)-6,7,8,9-tetrahydro-5H-5,8-epiminocyclohepta[d]pyrimidine-10-carboxamide BrC=1C=C(C=CC1Cl)NC(=O)N1C2CCC1CC=1N=CN=CC12